Dibutylthiophosphate C(CCC)OP(=S)(OCCCC)[O-]